CC1OC2=C(C1)C=CC=C2S(=O)(=O)N 2-methyl-2,3-dihydro-1-benzofuran-7-sulfonamide